Methyl 8-(3-chlorophenyl)-9-(3-(((R)-1-(3-fluoropropyl)pyrrolidin-3-yl)oxy)phenyl)-7-methyl-6,7-dihydro-5H-benzo[7]annulene-3-carboxylate ClC=1C=C(C=CC1)C=1C(CCC2=C(C1C1=CC(=CC=C1)O[C@H]1CN(CC1)CCCF)C=CC(=C2)C(=O)OC)C